[C@H]12[C@@H](C[C@H](CC1)C2)C=2C=C(N=NC2Cl)C=2C(NC(NC2)=O)=O 5-(5-((1S,2R,4R)-bicyclo[2.2.1]hept-2-yl)-6-chloropyridazin-3-yl)pyrimidine-2,4(1H,3H)-dione